(2R,3S,4S)-2-((3-(dimethylamino)propoxy)methyl)tetrahydrofuran-3,4-diyl bis(2-hexyldecanoate) C(CCCCC)C(C(=O)O[C@H]1[C@H](OC[C@@H]1OC(C(CCCCCCCC)CCCCCC)=O)COCCCN(C)C)CCCCCCCC